[P+3].P(=O)(OC1=C(C(=CC=C1)C1=C(C=CC=C1)C(C)(C)C)C1=C(C=CC=C1)C(C)(C)C)([O-])[O-].C(C)(C)(C)C1=C(C=CC=C1)C=1C(=C(C=CC1)OP(=O)([O-])[O-])C1=C(C=CC=C1)C(C)(C)C.C(C)(C)(C)C1=C(C=CC=C1)C=1C(=C(C=CC1)OP(=O)([O-])[O-])C1=C(C=CC=C1)C(C)(C)C.[P+3] di(tert-butylphenyl)phenyl phosphate Phosphorus